OCCC1CCC1 3-hydroxyethyl-cyclobutane